1-(2-chlorophenyl)propane-1,2-diol ClC1=C(C=CC=C1)C(C(C)O)O